C(#N)C1CN(C1)S(=O)(=O)N1C[C@H](CCC1)C(=O)N1[C@H](CCC1)C(=O)N[C@@H](C)C1=C(C(=CC=C1)F)F 1-(((3S)-1-((3-cyano-1-azetidinyl)sulfonyl)-3-piperidinyl)carbonyl)-N-((1S)-1-(2,3-difluorophenyl)ethyl)-D-prolinamide